ClC1=CC(=C(C=C1)C1=NC(=CC=2N=C(N(C(C21)=O)C)C)[C@@H]2C[C@H](OCC2)C2=CC(=NC=C2)OC)F 5-(4-chloro-2-fluorophenyl)-7-((2S,4S)-2-(2-methoxypyridin-4-yl)tetrahydro-2H-pyran-4-yl)-2,3-dimethylpyrido[4,3-d]pyrimidin-4(3H)-one